diisopropyloxymethyl-(4-vinylphenyl)silane C(C)(C)OC(OC(C)C)[SiH2]C1=CC=C(C=C1)C=C